2,2-difluorocyclopropylboronic acid FC1(C(C1)B(O)O)F